N-(4-ISOPROPYLPHENYL)-6-METHOXY-[1,2,5]OXADIAZOLO[3,4-B]PYRAZIN-5-AMINE C(C)(C)C1=CC=C(C=C1)NC1=NC=2C(N=C1OC)=NON2